(3-chloro-5-(trifluoromethyl)phenyl)-2-(4-((6,7-dimethoxyquinazolin-4-yl)oxy)-2,6-difluorophenyl)-2-oxoacetamide ClC=1C=C(C=C(C1)C(F)(F)F)NC(C(=O)C1=C(C=C(C=C1F)OC1=NC=NC2=CC(=C(C=C12)OC)OC)F)=O